C(C1=CC=CC=C1)C1=CC(=NN1)C(=O)N[C@@H]1[C@H]2[C@@H](C3=C(N(C1=O)C)C=CC=C3)C2 5-benzyl-N-((1aR,2R,8bS)-4-methyl-3-oxo-1,1a,2,3,4,8B-hexahydrobenzo[B]cyclopropa[d]azepin-2-yl)-1H-pyrazole-3-carboxamide